O=C1N([C@H]2[C@H](S)[C@H](O)[C@@H](CO)O2)C2=NC(=NC(C2=N1)=O)N 8-oxo-2'-thioguanosine